N-(4-(4-amino-7-methyl-5-(1-((methylcarbamoyl)glycyl)piperidin-4-yl)-7H-pyrrolo[2,3-d]pyrimidin-6-yl)phenyl)acrylamide NC=1C2=C(N=CN1)N(C(=C2C2CCN(CC2)C(CNC(NC)=O)=O)C2=CC=C(C=C2)NC(C=C)=O)C